5-(2-methylpropyl)imidazolidine-2,4-dione CC(CC1C(NC(N1)=O)=O)C